Methoxyisoeugenol COC1=C(C(=CC(=C1)C=CC)OC)O